1-(biphenyl-4-yl)-2-methyl-2-morpholinopropane-1-one C1(=CC=C(C=C1)C(C(C)(N1CCOCC1)C)=O)C1=CC=CC=C1